FC=1C(=NNC1)S(=O)(N)=NC(NC1=C2C(=NC3=C1CCC3)CCC2)=O 4-fluoro-N'-((1,2,3,5,6,7-hexahydrodicyclopenta[b,e]pyridin-8-yl)carbamoyl)-1H-pyrazole-3-sulfonimidamide